ClC1=C(C=C(C=C1)F)N1N=C(C2=CC(=C3C(=C12)C(N(C3O)CC3=CC=C(C=C3)OC)=O)[N+](=O)[O-])C#N (2-chloro-5-fluorophenyl)-6-hydroxy-7-(4-methoxybenzyl)-5-nitro-8-oxo-1,6,7,8-tetrahydropyrrolo[3,4-g]indazole-3-carbonitrile